COC=1C=C(OC2=CC=C(C=N2)N2C(NC3=C2C=CC=C3)=O)C=CC1C 3-[6-(3-methoxy-4-methyl-phenoxy)-3-pyridyl]-1H-benzimidazol-2-one